4-(8-Bromo-7-fluoro-3-nitroquinolin-4-yl)morpholine BrC=1C(=CC=C2C(=C(C=NC12)[N+](=O)[O-])N1CCOCC1)F